(5,6-difluoro-1H-indol-3-yl)isoindoline-2-carboxamide FC=1C=C2C(=CNC2=CC1F)C1N(CC2=CC=CC=C12)C(=O)N